4-chloro-6,7-difluoro-3,4-dihydro-2H-1-benzopyran ClC1CCOC2=C1C=C(C(=C2)F)F